C1(CCCCC1)N(SC=1SC2=C(N1)C=CC=C2)C2CCCCC2 Dicyclohexyl-2-benzothiazolyl-sulfenamide